The molecule is a phenylpropanoid formally derived from guaiacol with an allyl chain substituted para to the hydroxy group. It has a role as an allergen, a plant metabolite, a human blood serum metabolite and a sensitiser. It is a phenylpropanoid, a monomethoxybenzene and a member of phenols. It derives from a guaiacol. COC1=C(C=CC(=C1)CC=C)O